6,6a-dihydro-1aH-cyclopropa[1,2-a]indene C1C2C1CC=1C=CC=CC21